2,6-diphenyl-carbazole sodium 2-(3-cyclohexylpropyl)cyclopropanecarboxylate C1(CCCCC1)CCCC1C(C1)C(=O)[O-].[Na+].C1(=CC=CC=C1)C1=CC=2NC3=CC=C(C=C3C2C=C1)C1=CC=CC=C1